CC(CC(CC)=O)(CC(C)(C)C)C 5,5,7,7-TETRAMETHYLOCTAN-3-ONE